4,5-dihydro-5,5-diphenylisoxazole-3-formamide C1(=CC=CC=C1)C1(CC(=NO1)C(=O)N)C1=CC=CC=C1